Ethyl (5-bromo-4-cyano-2-methoxyphenyl)carbamate BrC=1C(=CC(=C(C1)NC(OCC)=O)OC)C#N